C(C)(=O)N1\C(\C(C2=CC=CC=C12)=O)=C/C1=NC2=CC=C(C=C2C=C1)CO (Z)-1-acetyl-2-((6-(hydroxymeth-yl)quinolin-2-yl)-methylene)indolin-3-one